C(C1=CC=CC=C1)OC(=O)N1[C@@H](CCCC1)C(F)(F)F (2S)-2-(trifluoromethyl)piperidine-1-carboxylic acid benzyl ester